2-chloro-4-(3,4-difluoro-phenoxy)-6-methyl-pyrimidine ClC1=NC(=CC(=N1)OC1=CC(=C(C=C1)F)F)C